4-chloro-1-[(4-methoxyphenyl)methyl]indazole-6-sulfonyl chloride ClC1=C2C=NN(C2=CC(=C1)S(=O)(=O)Cl)CC1=CC=C(C=C1)OC